C(CCCCCCC\C=C/CCCCCCCC)(=O)OC[C@@H](OC(CCCCCCC\C=C/CCCCCCCC)=O)COP(=O)(O)OCCN 1,2-Di-oleoyl-sn-glycero-3-phosphoethanolamine